di-undecyl-ammonium C(CCCCCCCCCC)[NH2+]CCCCCCCCCCC